[Si](C)(C)(C(C)(C)C)O[C@H](C(=O)OCC)C Ethyl (2S)-2-[(tert-butyldimethylsilyl)oxy]propanoate